2-bromo-N-(4-fluorophenyl)-N-methylacetamide BrCC(=O)N(C)C1=CC=C(C=C1)F